C(C)(C)(C)OC(NC1=C(C=C(C=C1)OC1=C(C(=NC=C1)N)N)C)=O N-[4-[(2,3-diamino-4-pyridinyl)oxy]-2-methyl-phenyl]carbamic acid tert-butyl ester